C(C1=CC=CC=C1)N1CC(OCCC1)CN1CCC(CC1)C=1C=C(C#N)C=CC1 3-{1-[(4-benzyl-1,4-oxazepan-2-yl)methyl]piperidin-4-yl}benzonitrile